tert-butyl (R)-3-((S)-3-(3-(aminomethyl-d2)phenyl)-1-(tert-butoxy)-1-oxopropane-2-yl)pyrrolidine-1-carboxylate NC(C=1C=C(C=CC1)C[C@H](C(=O)OC(C)(C)C)[C@@H]1CN(CC1)C(=O)OC(C)(C)C)([2H])[2H]